FC=1C(=CC=2C3=C(N=NC2C1)N(C(N3C(C)C)=O)C)C=3C=NC(=CC3)OCCCN3CCNCC3 7-fluoro-1-isopropyl-3-methyl-8-(6-(3-(piperazin-1-yl)propoxy)pyridin-3-yl)-1,3-dihydro-2H-imidazo[4,5-c]cinnolin-2-one